5-(2-(1H-Imidazol-5-yl)ethoxy)-6-bromo-N-((1r,4r)-4-(2-methoxyethoxy)cyclohexyl)picolinamide N1C=NC=C1CCOC=1C=CC(=NC1Br)C(=O)NC1CCC(CC1)OCCOC